1-(2-hydroxyacetyl)-4-methyl-piperidine OCC(=O)N1CCC(CC1)C